C(CCCCCN)N 1,6-hexylendiamine